C1(=CC=CC=C1)C1=C(C=C(C=C1)C1=CC=CC=C1)N1C2=CC=CC=C2C=2C=CC(=CC12)Cl 9-([1,1':4',1''-terphenyl]-2'-yl)-2-chloro-9H-carbazole